C(C)(=O)C1=CC=CC=2C(C3=C(C=CC=C3C(C12)=O)O)=O 1-acetyl-5-hydroxyanthracene-9,10-dione